(Z)-3-((5-amino-6-(piperidin-1-yl)pyridin-2-yl)methylene)-1-(4-(methylsulfonyl)phenyl)-2-oxoindoline-5-carbonitrile NC=1C=CC(=NC1N1CCCCC1)\C=C\1/C(N(C2=CC=C(C=C12)C#N)C1=CC=C(C=C1)S(=O)(=O)C)=O